9-(2-(4-(trifluoromethyl)phenoxy)ethyl)-9H-purine-6-amine FC(C1=CC=C(OCCN2C3=NC=NC(=C3N=C2)N)C=C1)(F)F